ClCCC(=C(C1=CC=C(C=C1)O)C1=CC=C(OCCN2CCC(CC2)CN2CC3N(C(C2)C3)C=3C=C2C(N(C(C2=CC3)=O)C3C(NC(CC3)=O)=O)=O)C=C1)C1=CC=C(C=C1)O 5-(3-((1-(2-(4-(4-chloro-1,2-bis(4-hydroxyphenyl)but-1-en-1-yl)phenoxy)ethyl)piperidin-4-yl)methyl)-3,6-diazabicyclo[3.1.1]heptan-6-yl)-2-(2,6-dioxopiperidin-3-yl)isoindoline-1,3-dione